4-(2-bromo-6-chloro-3-isopropyl-1H-indol-5-yl)piperidine-1-carboxylic acid tert-butyl ester C(C)(C)(C)OC(=O)N1CCC(CC1)C=1C=C2C(=C(NC2=CC1Cl)Br)C(C)C